Cl.C[NH+](C)C trimethylammonium HCl